(2s,4s)-8-(5-chloropyridin-2-yl)-5-(4-fluorobenzyl)-2-(1,3,4-oxadiazol-2-yl)-5,8-diazaspiro[3.5]nonane-6,9-dione ClC=1C=CC(=NC1)N1CC(N(C2(CC(C2)C=2OC=NN2)C1=O)CC1=CC=C(C=C1)F)=O